ClC=1C=CC(=C(C1)C1=CC(N(C=C1OC)C(C(=O)NC=1C=C2C(=NNC2=CC1)C(F)(F)F)CC)=O)N1N=NC(=C1)Cl 2-{4-[5-chloro-2-(4-chloro-1H-1,2,3-triazol-1-yl)phenyl]-5-methoxy-2-oxopyridin-1(2H)-yl}-N-[3-(trifluoromethyl)-1H-indazol-5-yl]butanamide